N-hydroxy-2-(4-(7-methoxy-1,3-dimethyl-2-oxo-1,2-dihydro-quinolin-5-yl)-1-methyl-1,2,3,4-tetrahydroquinoxalin-6-yl)acetamide ONC(CC=1C=C2N(CCN(C2=CC1)C)C1=C2C=C(C(N(C2=CC(=C1)OC)C)=O)C)=O